C1(CC1)C(=O)NC1=CC(=C(N=N1)C(=O)NC([2H])([2H])[2H])NC1=C(C(=CC=C1)C1=NC=C(N=C1)C(=O)N1CCOCC1)OC 6-(cyclopropanecarboxamido)-4-((2-methoxy-3-(5-(morpholine-4-carbonyl)pyrazin-2-yl)phenyl)amino)-N-(methyl-d3)pyridazine-3-carboxamide